C1(CC1)N(C1=C(C(=NC=N1)NCC1CCS(CC1)(=O)=O)F)CC1=CC=C(C=C1)C(F)(F)F N6-cyclopropyl-N4-[(1,1-dioxothian-4-yl)methyl]-5-fluoro-N6-[[4-(trifluoromethyl)phenyl]methyl]pyrimidine-4,6-diamine